4-(3-methyl-2-oxo-2,3-dihydro-1H-benzo[d]imidazol-1-yl)pyrimidine-5-carboxylic acid isopropyl ester C(C)(C)OC(=O)C=1C(=NC=NC1)N1C(N(C2=C1C=CC=C2)C)=O